O1CCC(CC1)N1CCC(CC1)N1N=C(C(=C1)NC1=NC=CC=N1)C(F)(F)F N-(1-(1-(tetrahydro-2H-pyran-4-yl)piperidin-4-yl)-3-(trifluoromethyl)-1H-pyrazol-4-yl)pyrimidin-2-amine